7-((1-(tert-butyl)-3-((1S,3R)-3-((tert-butyldimethylsilyl)oxy)cyclopentyl)-1H-pyrazol-5-yl)amino)-2-(4-methoxybenzyl)-3,4-dihydro-2H-benzo[b][1,4,5]oxathiazepine 1,1-dioxide C(C)(C)(C)N1N=C(C=C1NC=1C=CC2=C(OCCN(S2(=O)=O)CC2=CC=C(C=C2)OC)C1)[C@@H]1C[C@@H](CC1)O[Si](C)(C)C(C)(C)C